tert-butyl (1R,5S,6s)-6-((4-(((benzyloxy)carbonyl)amino)piperidin-1-yl)methyl)-3-azabicyclo[3.1.0]hexane-3-carboxylate C(C1=CC=CC=C1)OC(=O)NC1CCN(CC1)CC1[C@@H]2CN(C[C@H]12)C(=O)OC(C)(C)C